NCCC#CC1=CC2=C(N(C(N2C)=O)N2CCCCC2)C=C1 [5-(4-Aminobut-1-ynyl)-3-methyl-2-oxo-benzimidazol-1-yl]Piperidine